C(C=C)(=O)NCC(CP(O)(O)=O)O acrylamido-2-hydroxypropyl-phosphonic acid